(4-ethylcyclohexyl)cyclohexyl fumarate C(\C=C\C(=O)[O-])(=O)OC1(CCCCC1)C1CCC(CC1)CC